The molecule is a beta-L-Ara4N-lipid A that is isolated from E. coli. It has a role as an Escherichia coli metabolite. It is a beta-L-Ara4N-lipid A, a dodecanoate ester and a tetradecanoate ester. It derives from a lipid A (E. coli). It is a conjugate acid of a beta-L-Ara4N-lipid A(2-) (E. coli). CCCCCCCCCCCCCC(=O)O[C@H](CCCCCCCCCCC)CC(=O)O[C@@H]1[C@H]([C@@H](O[C@@H]([C@H]1OP(=O)(O)O[C@@H]2[C@@H]([C@H]([C@H](CO2)N)O)O)CO)OC[C@@H]3[C@H]([C@@H]([C@H]([C@H](O3)OP(=O)(O)O)NC(=O)C[C@@H](CCCCCCCCCCC)O)OC(=O)C[C@@H](CCCCCCCCCCC)O)O)NC(=O)C[C@@H](CCCCCCCCCCC)OC(=O)CCCCCCCCCCC